2-[3-methyl-1-(2,2,2-trifluoroethyl)-1H-pyrazolo[3,4-d]pyrimidin-6-yl]-7-[2-methyl-6-(trifluoromethyl)pyrimidin-4-yl]-2,7-diazaspiro[4.4]nonane CC1=NN(C2=NC(=NC=C21)N2CC1(CC2)CN(CC1)C1=NC(=NC(=C1)C(F)(F)F)C)CC(F)(F)F